C(C)OC(C)N1N=CC(=C1)C1=C(C=2N(C=N1)N=C(N2)NC2=C(C=C(C=C2)S(=O)(=O)C=2C=C(C=O)C=CC2)F)OC(C)C 3-[4-({7-[1-(1-ethoxyethyl)pyrazol-4-yl]-8-isopropoxy-[1,2,4]triazolo[1,5-c]pyrimidin-2-yl}amino)-3-fluorobenzenesulfonyl]benzaldehyde